[N+](=O)([O-])C=1C=C2C(N(C(=NC2=CC1)[C@@H]1NCCC1)C1=C(C=CC=C1)C)=O (R)-6-nitro-2-(pyrrolidin-2-yl)-3-(o-tolyl)quinazolin-4(3H)-one